OC(C)(C1CCN(CC1)C)C1=CC=C2CNC(C2=C1)=O 6-[1-hydroxy-1-(1-methylpiperidin-4-yl)ethyl]-2,3-dihydro-1H-isoindol-1-one